C1(CCCCC1)P(C1=CC=CC=C1)C1=CC=CC=C1 cyclohexyl-diphenyl-phosphorus